2,6-dichloro-3-methylaniline ClC1=C(N)C(=CC=C1C)Cl